ClC1=C(C=CC(=C1)Cl)C1=NOC(=C1)NC(CC1=C(C=C(C=C1)C1=NN(C=2NC(NC(C21)=O)(C)C)C(C)C)OC)=O N-[3-(2,4-Dichlorophenyl)isoxazol-5-yl]-2-[4-(1-isopropyl-6,6-dimethyl-4-oxo-5,7-dihydropyrazolo[3,4-d]pyrimidin-3-yl)-2-methoxyphenyl]acetamide